FC1(CC12CC1=CCCN1C2)F (7a'S)-2,2-difluorodihydro-1'H,3'H-spiro[cyclopropane-1,2'-pyrrolizin]